Isoquinolineacrylamide C1(=NC=CC2=CC=CC=C12)C=CC(=O)N